1-(azetidin-3-yl)-3-[2-(1-cyclopropyl-6-fluoro-1,3-benzodiazol-5-yl)ethynyl]-5-(methylamino)pyrazole-4-carboxamide hydrochloride Cl.N1CC(C1)N1N=C(C(=C1NC)C(=O)N)C#CC1=CC2=C(N(C=N2)C2CC2)C=C1F